t-butyl-aminotriethoxysilane tert-butyl-5-(hydroxymethyl)indoline-1-carboxylate C(C)(C)(C)OC(=O)N1CCC2=CC(=CC=C12)CO.C(C)(C)(C)CCO[Si](OCC)(OCC)N